C(C)(C)(C)OC(CN1CCN(CC1)C=1C=C2C(N(C(C2=CC1)=O)C1C(NC(CC1)=O)=O)=O)=O 2-[4-[2-(2,6-Dioxo-3-piperidyl)-1,3-dioxoisoindolin-5-yl]piperazin-1-yl]acetic acid tert-butyl ester